3-[cyano(cyclopropyl)methyl]-5-(trifluoromethyl)benzoic acid C(#N)C(C=1C=C(C(=O)O)C=C(C1)C(F)(F)F)C1CC1